(1,3,5-trimethyl-1H-pyrazol-4-yl)methanone CN1N=C(C(=C1C)C=O)C